C1(=CC=CC=C1)C1=CC=C(C=C1)C=CC(=O)O 4'-biphenyl-acrylic acid